4-hydroxy-N-methyltryptamine OC=1C=CC=C2NC=C(CCNC)C12